2-(4-(diphenyl(3-(4,4,5,5-tetramethyl-1,3,2-dioxaborolan-2-yl)phenyl)silyl)phenyl)-4,6-diphenyl-1,3,5-triazine C1(=CC=CC=C1)[Si](C1=CC=C(C=C1)C1=NC(=NC(=N1)C1=CC=CC=C1)C1=CC=CC=C1)(C1=CC(=CC=C1)B1OC(C(O1)(C)C)(C)C)C1=CC=CC=C1